2-({[5-(4-aminoquinazolin-6-yl)thiophen-2-yl]methyl}amino)-N3-(3,4-difluorobenzyl)-N5-methylpyridine-3,5-dicarboxamide NC1=NC=NC2=CC=C(C=C12)C1=CC=C(S1)CNC1=NC=C(C=C1C(=O)NCC1=CC(=C(C=C1)F)F)C(=O)NC